OCC1=CC=C(C=C1)NC([C@H](CCCNC(=O)N)NC(OCC1C2=CC=CC=C2C=2C=CC=CC12)=O)=O (S)-(9H-fluoren-9-yl)methyl [1-[[4-(hydroxymethyl)phenyl]amino]-1-oxo-5-ureidopentan-2-yl]carbamate